Phenylmethylbenzyl-sulfonium hexafluorophosphat F[P-](F)(F)(F)(F)F.C1(=CC=CC=C1)C[SH+]CC1=CC=CC=C1